5-(5-ethyl-1,2,4-oxadiazol-3-yl)-N-(2-methylpyridin-4-yl)-2,3-dihydro-1H-indene-1-carboxamide C(C)C1=NC(=NO1)C=1C=C2CCC(C2=CC1)C(=O)NC1=CC(=NC=C1)C